NC1=NNC2=C1N=CC=C2 3-amino-1H-1,2,4-benzotriazole